1-fluoro-N-[(1S)-2-[4-(2-methylimidazol-1-yl)anilino]-1-[(1R)-7-[2-[(1R,4R)-2-oxa-5-azabicyclo[2.2.1]heptan-5-yl]-4-pyridyl]tetralin-1-yl]-2-oxo-ethyl]cyclopropanecarboxamide FC1(CC1)C(=O)N[C@H](C(=O)NC1=CC=C(C=C1)N1C(=NC=C1)C)[C@@H]1CCCC2=CC=C(C=C12)C1=CC(=NC=C1)N1[C@H]2CO[C@@H](C1)C2